C(C#C)OC=1C=C(C=C(C=O)C1)C=O 5-(2-Propynyloxy)isophthalaldehyde